tert-butyl 4-(4-((3,4-dichloro-2-fluorophenyl)amino)-7-methoxy-5-nitroquinazolin-6-yl)-3,6-dihydropyridine-1(2H)-carboxylate ClC=1C(=C(C=CC1Cl)NC1=NC=NC2=CC(=C(C(=C12)[N+](=O)[O-])C=1CCN(CC1)C(=O)OC(C)(C)C)OC)F